pentamethylcyclopentadienyl(1-n-butyl-3,6,7,8-tetrahydro-as-indacenyl)hafnium CC1=C(C(=C(C1([Hf]C1=C(C2=C3CCCC3=CC=C2C1)CCCC)C)C)C)C